C1(CC1)C1C(NC2=C(C=CC(=C2N1)C#CC)F)=O 3-cyclopropyl-8-fluoro-5-(prop-1-yn-1-yl)-3,4-dihydroquinoxalin-2(1H)-one